C(C)(=O)C=1C=C(C=C2C(N(C(=NC12)N1CCOCC1)CCOC)=O)C 8-acetyl-3-(2-methoxyethyl)-6-methyl-2-morpholino-quinazolin-4-one